NC=1C=2N(C(=CN1)C)C(=NC2C2=C(C=C(C=C2)NC([C@H](O)C2=CC(=CC=C2)F)=O)F)C (R)-N-(4-(8-amino-3,5-dimethylimidazo[1,5-a]pyrazin-1-yl)-3-fluorophenyl)-2-(3-fluorophenyl)-2-hydroxyacetamide